BrC1=C2C=CN(C2=C(C=C1)C(=O)NC1CC2(CCC2)C1)CC1=CC=C(C=C1)C(C)(C)C (Sa)-6-(4-Bromo-1-(4-(tert-butyl)benzyl)-1H-indol-7-carboxamido)spiro[3.3]heptan